S(=O)(=O)(O)[Ni] sulfoNickel